C1(CC1)C1CN(C1)C(=O)NC1=CC(=C(C=C1)C)C1=NC=CC=C1 3-cyclopropyl-N-(4-methyl-3-(pyridin-2-yl)phenyl)azetidine-1-carboxamide